FN1C(N2C3=C(C=CC=C3C13C(N(C1=CC=CC=C13)C)=O)C=C2C)=O fluoro-1,5'-dimethylspiro[indoline-3,1'-pyrrolo[3,2,1-ij]quinazoline]-2,3'(2'H)-dione